C1(\C=C/C(=O)O1)=O maleic anhydride